C(C1=C(C(=CC(=C1)C(CC(C)(C)C)(C)C)N1N=C2C(=N1)C=CC=C2)O)C2=C(C(=CC(=C2)C(CC(C)(C)C)(C)C)N2N=C1C(=N2)C=CC=C1)O 2,2'-methylene-bis-(6-(2H-benzotriazol-2-yl)-4-(1,1,3,3-tetramethylbutyl)-phenol)